C[C@@H]1OCCN2N=CC(C3=NN(C=4C=CC(OCCOC1)=CC34)C3OCCCC3)=C2 (9S)-9-methyl-19-(oxan-2-yl)-8,11,14-trioxa-4,5,19,20-tetraazatetracyclo[13.5.2.12,5.018,21]tricosa-1(20),2(23),3,15(22),16,18(21)-hexaene